2-[bis(1-methylethyl)carbamoylamino]-4-[4-(5,6,7,8-tetrahydro-1,8-naphthyridin-2-yl)butyl-[2-(2,2,2-trifluoroethoxy)ethyl]amino]butanoic acid CC(C)N(C(=O)NC(C(=O)O)CCN(CCOCC(F)(F)F)CCCCC1=NC=2NCCCC2C=C1)C(C)C